4-amino-5-hexenoate NC(CCC(=O)[O-])C=C